methyl (1r,4r)-4-((2-(5-(4-fluoro-2-(isopropyl(methyl)carbamoyl)phenoxy)pyrimidin-4-yl)-2,7-diazaspiro[3.5]nonan-7-yl)methyl)cyclohexane-1-carboxylate FC1=CC(=C(OC=2C(=NC=NC2)N2CC3(C2)CCN(CC3)CC3CCC(CC3)C(=O)OC)C=C1)C(N(C)C(C)C)=O